Cl.NC[C@H](C(C)C)S(=O)(=O)N (S)-(1-amino-3-methylbutan-2-yl)sulfonamide hydrochloride